FC1=CC=CN2C=C(C=C12)C(=O)O 8-fluoroindolizine-2-carboxylic acid